diethyl 2-((3-dimethylcarbamoyl-4-((4'-trifluoromethyl biphenyl-2-carbonyl) amino) phenyl) acetoxymethyl)-2-phenylmalonate CN(C(=O)C=1C=C(C=CC1NC(=O)C=1C(=CC=CC1)C1=CC=C(C=C1)C(F)(F)F)CC(=O)OCC(C(=O)OCC)(C(=O)OCC)C1=CC=CC=C1)C